dodecylbenzenesulfonic acid tetraoctylphosphonium salt C(CCCCCCC)[P+](CCCCCCCC)(CCCCCCCC)CCCCCCCC.C(CCCCCCCCCCC)C1=C(C=CC=C1)S(=O)(=O)[O-]